N-(3-cyano-4-methyl-1H-indol-7-yl)-3-(piperazine-1-carbonyl)benzenesulfonamide C(#N)C1=CNC2=C(C=CC(=C12)C)NS(=O)(=O)C1=CC(=CC=C1)C(=O)N1CCNCC1